C(C)C1=NC=2N(C=C1)N=C(C2C(=O)OCCC2CCN(CC2)C2=NC(=NC(=C2)C2=CC=C(C=C2)Cl)C=2C=NC=CC2)C 2-(1-(6-(4-chlorophenyl)-2-(pyridin-3-yl)pyrimidin-4-yl)piperidin-4-yl)ethan-1-ol Ethyl-2-methylpyrazolo[1,5-a]pyrimidine-3-carboxylate